CC=1C=C(C(=NC1)C1CC(=NO1)C1CC(C1)NS(=O)(=O)C)C1=C(C=C(C=C1F)F)F N-[(1s,3s)-3-{5-[5-Methyl-3-(2,4,6-trifluorophenyl)pyridin-2-yl]-4,5-dihydro-1,2-oxazol-3-yl}cyclobutyl]methanesulfonamide